2-isopropenyl-5-methylcyclohexanol C(=C)(C)C1C(CC(CC1)C)O